Furo[3,2-c]pyridine O1C=CC=2C=NC=CC21